5-tert-Butyl 3-ethyl (6R)-6-methyl-1H,4H,5H,6H,7H-pyrazolo[4,3-c]pyridine-3,5-dicarboxylate C[C@@H]1CC2=C(CN1C(=O)OC(C)(C)C)C(=NN2)C(=O)OCC